1-(3-(5-methyl-3-(4-(trifluoromethyl)phenyl)-1H-pyrazolo[3,4-b]pyridin-1-yl)pyrrolidin-1-yl)prop-2-en-1-one calcium lactate L-lactate C([C@@H](O)C)(=O)[O-].C(C(O)C)(=O)[O-].[Ca+2].CC=1C=C2C(=NC1)N(N=C2C2=CC=C(C=C2)C(F)(F)F)C2CN(CC2)C(C=C)=O